C(C1=CC=CC=C1)OC(C(C(=O)OCC1=CC=CC=C1)(C([2H])([2H])[2H])C1=CC(=NC=C1F)OC)=O 2-(5-fluoro-2-methoxypyridin-4-yl)-2-(methyl-d3)malonic acid dibenzyl ester